C(C)OC(NSCNC1=CC(=CC=C1)Cl)=O N-[(3-chlorophenyl)aminomethylthio]carbamic acid ethyl ester